3-(methoxymethyl)-1-(2-(2-(2-(prop-2-yn-1-yloxy)ethoxy)ethoxy)ethyl)-1H-pyrazole-5-carboxylic acid COCC1=NN(C(=C1)C(=O)O)CCOCCOCCOCC#C